(1-(3-chlorophenyl)-4-(5-nitrothiophene-2-carboxamido)-1H-pyrazolo[3,4-d]pyrimidin-6-yl)-L-proline methyl ester COC([C@H]1N(CCC1)C1=NC(=C2C(=N1)N(N=C2)C2=CC(=CC=C2)Cl)NC(=O)C=2SC(=CC2)[N+](=O)[O-])=O